NC1=NC=NN2C1=NC=C2C=2C=C(C=CC2C)S(=O)(=O)NCCN2CCS(CC2)(=O)=O 3-(4-aminoimidazo[2,1-f][1,2,4]triazin-7-yl)-N-(2-(1,1-dioxidothiomorpholino)ethyl)-4-methylbenzenesulfonamide